C(C)(C)(C)OC(=O)N1[C@@H]2CC[C@@H]1C[C@@H]1[C@H]2NC(O1)=O.FC(C1=C(C=CC(=C1)N)C1=C(C=C(N)C=C1)C(F)(F)F)(F)F |r| 2,2'-BIS(trifluoromethyl)benzidine tert-butyl-rac-(3aS,4R,7R,8aR)-2-oxooctahydro-2H-4,7-epiminocyclohepta[d]oxazole-9-carboxylate